COC(NC1=NC=CC(=C1)C1=NC=C(C(=C1)Cl)OC[C@@](CC(C)C)(C)N)=O (S)-(5-((2-amino-2,4-dimethylpentyl)oxy)-4-chloro-[2,4'-bipyridin]-2'-yl)carbamic acid methyl ester